FC1(CC(NCC1)C1=CC=C(C=C1)S(F)(F)(F)(F)F)F [4-(4,4-difluoro-2-piperidyl)phenyl]-pentafluoro-λ6-sulfane